N-(3-cyclobutyl-1-methyl-1H-pyrazol-5-yl)-4-methyl-3-[2-(pyridin-3-yl)ethynyl]benzamide C1(CCC1)C1=NN(C(=C1)NC(C1=CC(=C(C=C1)C)C#CC=1C=NC=CC1)=O)C